N1C=C(C=C1)CNC1=CC=C(C=C1)NC(CCCCCCCCC)=O N-(4-(((1H-pyrrol-3-yl)methyl)amino)phenyl)decanamide